6-bromo-1-(10-fluoro-3-methyl-2,4,5,7,12-pentazatricyclo[7.4.0.02,6]trideca-1(13),3,5,7,9,11-hexaen-8-yl)-3,5-dihydro-2H-4,1-benzoxazepine BrC1=CC=CC2=C1COCCN2C2=NC1=NN=C(N1C1=CN=CC(=C21)F)C